(3R,5R,6S)-tert-butyl 3-(2-cyanobenzyl)-2-oxo-5,6-diphenylmorpholine-4-carboxylate C(#N)C1=C(C[C@H]2N([C@@H]([C@@H](OC2=O)C2=CC=CC=C2)C2=CC=CC=C2)C(=O)OC(C)(C)C)C=CC=C1